[Ni].[Zn].[Ni] nickel zinc nickel